C1(CC1)C1=C(C(=NO1)C1=C(C=CC=C1Cl)Cl)CO[C@@H]1[C@H]2[C@@H](N([C@@H](C1)C2)C2=CC=C(C=N2)C(=O)NS(=O)(=O)C2CCOCC2)C 6-[(1R,3S,4R,5S)-5-[[5-cyclopropyl-3-(2,6-dichlorophenyl)-1,2-oxazol-4-yl]methoxy]-3-methyl-2-azabicyclo[2.2.1]heptan-2-yl]-N-(oxane-4-sulfonyl)pyridine-3-carboxamide